E-3-isopropyl-6-methylhept-2,6-dienal C(C)(C)/C(=C/C=O)/CCC(=C)C